COC=1C=C(C=CC1C(F)(F)F)B(O)O [3-methoxy-4-(trifluoromethyl)phenyl]boronic acid